5-chloro-2-((6-fluoro-2-methylpyridin-3-yl)oxy)-N-(3-((R)-N-((S)-2-hydroxypropanoyl)-S-methylsulfonimidoyl)phenyl)-4-(trifluoromethyl)benzamide ClC=1C(=CC(=C(C(=O)NC2=CC(=CC=C2)[S@@](=O)(=NC([C@H](C)O)=O)C)C1)OC=1C(=NC(=CC1)F)C)C(F)(F)F